CC1=NC=NC2=C(C=C(C=C12)C=1C(=NC(=NC1)N)C=1OC=CC1)C 5-(4,8-Dimethylquinazolin-6-yl)-4-(furan-2-yl)pyrimidin-2-amine